N-((1R)-1-(3-(difluoro(tetrahydrofuran-2-yl)methyl)-2-fluorophenyl)ethyl)-7-methoxy-6-(2-Methoxyethoxy)-2-methylquinazolin-4-amine FC(C=1C(=C(C=CC1)[C@@H](C)NC1=NC(=NC2=CC(=C(C=C12)OCCOC)OC)C)F)(C1OCCC1)F